COC(C([C@@H](C)N(C)CC1=CC=C(C=C1)OC)C)=O.C(C)(C)(C)NCCCC(C(=O)N)=C t-butylaminopropyl-acrylamide Methyl-(3R)-3-((4-methoxybenzyl)(methyl)amino)-2-methylbutanoate